3-{5-[4-({4-[2-(6,6-dimethyl-1,4,5,7-tetrahydroindazol-3-yl)-1H-indole-6-carbonyl]piperazin-1-yl}methyl)piperidin-1-yl]-1-oxo-3H-isoindol-2-yl}piperidine-2,6-dione CC1(CCC=2C(=NNC2C1)C=1NC2=CC(=CC=C2C1)C(=O)N1CCN(CC1)CC1CCN(CC1)C=1C=C2CN(C(C2=CC1)=O)C1C(NC(CC1)=O)=O)C